1-adamantanecarbaldehyde C12(CC3CC(CC(C1)C3)C2)C=O